CC(CC)(O)O butane-2,2-diol